cyano(phenyl)methylcarbamic acid 4-nitrophenyl ester [N+](=O)([O-])C1=CC=C(C=C1)OC(N(CC1=CC=CC=C1)C#N)=O